Tert-butyl N-[(2R)-3-[[(2S)-2-amino-6-(tertbutoxycarbonylamino)hexanoyl]amino]-2-hydroxy-propyl]-N-[(2R)-3-(tert-butoxycarbonylamino)-2-hydroxy-propyl]carbamate N[C@H](C(=O)NC[C@H](CN(C(OC(C)(C)C)=O)C[C@@H](CNC(=O)OC(C)(C)C)O)O)CCCCNC(=O)OC(C)(C)C